(R)-N-(1-cyanopyrrolidin-3-yl)-6-(1,3-dimethyl-1H-pyrazol-4-yl)-3-fluoroimidazo[1,2-a]pyridine-2-carboxamide C(#N)N1C[C@@H](CC1)NC(=O)C=1N=C2N(C=C(C=C2)C=2C(=NN(C2)C)C)C1F